β-butoxy-N,N-dimethylpropanamide C(CCC)OCCC(=O)N(C)C